C(N)(=O)C(CN1C(C=2C=CC3=C(C2C1)C=C(C=C3)C3=CC(=NC=C3)C(=O)NC)=O)=C 4-[2-(2-carbamoyl-2-methylideneethyl)-3-oxo-1H,2H,3H-benzo[e]isoindol-8-yl]-N-methylpyridine-2-carboxamide